8-chloro-5-(propan-2-yloxy)-1-[trans-4-(pyridin-2-yloxy)cyclohexyl]-5,6-dihydro-4H-[1,2,4]triazolo[4,3-a][1]benzazepine ClC=1C=CC2=C(CC(CC=3N2C(=NN3)[C@@H]3CC[C@H](CC3)OC3=NC=CC=C3)OC(C)C)C1